2-amino-N-((2-ethoxy-4-hydroxybenzo[d][1,3]dioxolyl)methylene)-3-hydroxypropionylhydrazine hydrochloride Cl.NC(C(=O)NN=CC1=C(C2=C(OC(O2)OCC)C=C1)O)CO